BrC1=C(C=C(CNC2CN(CCC2)C=2N=NC(=CC2)C2=C(C=CC=C2)OC)C=C1)F N-(4-bromo-3-fluorobenzyl)-1-(6-(2-methoxyphenyl)pyridazin-3-yl)piperidin-3-ylamine